C1(CCCC1)NC=1C(=CC=CC1)N N1-cyclopentylbenzene-1,2-diamine